O=C1NC(CCC1N1C(C2=CC=CC(=C2C1)CCCCCNC(OC(C)(C)C)=O)=O)=O tert-butyl N-[5-[2-(2,6-dioxo-3-piperidyl)-1-oxo-isoindolin-4-yl]pentyl]carbamate